C(C)[C@]1(C(OCC=2C(N3CC=4C(=NC=5C=CC=C(C5C4)CN4CCN(CC4)C(=O)OC(C)(C)C)C3=CC21)=O)=O)O tert-butyl (S)-4-((4-ethyl-4-hydroxy-3,14-dioxo-3,4,12,14-tetrahydro-1H-pyrano[3',4':6,7]indolizino[1,2-b]quinolin-10-yl)methyl)piperazine-1-carboxylate